4-ethoxy-6-(1-(7-(2-(ethyl(methyl)amino)ethyl)-5-(2-fluoro-3-methylpyridin-4-yl)-1-oxo-3,4-dihydroisoquinolin-2(1H)-yl)ethyl)nicotinonitrile C(C)OC1=CC(=NC=C1C#N)C(C)N1C(C2=CC(=CC(=C2CC1)C1=C(C(=NC=C1)F)C)CCN(C)CC)=O